NC1=CC=C(C=C1)C=1SC2=C(N1)C=CC=C2 2-(4-Aminophenyl)benzothiazole